N-(4-methoxyphenyl)hydrazinecarboxamide tert-butyl-8-(2-fluoro-4-nitrophenyl)-3,8-diazabicyclo[3.2.1]octane-3-carboxylate C(C)(C)(C)OC(=O)N1CC2CCC(C1)N2C2=C(C=C(C=C2)[N+](=O)[O-])F.COC2=CC=C(C=C2)NC(=O)NN